1-(3-(4-(1,2-dihydroxyethyl)-1-(4-(trifluoromethoxy)phenyl)-1H-pyrazolo[3,4-b]pyridin-3-yl)azetidin-1-yl)prop-2-en-1-one OC(CO)C1=C2C(=NC=C1)N(N=C2C2CN(C2)C(C=C)=O)C2=CC=C(C=C2)OC(F)(F)F